C(#N)C1=CC(=C(COC2=NC(=NC=C2)C23CCN(CC3C2)CC2=NC3=C(N2C[C@H]2OCC2)C=C(C=C3)C(=O)O)C=C1)F 2-((6-(4-((4-cyano-2-fluorobenzyl)oxy)pyrimidin-2-yl)-3-azabicyclo[4.1.0]heptan-3-yl)methyl)-1-(((S)-oxetan-2-yl)methyl)-1H-benzo[d]imidazole-6-carboxylic acid